bis-(2-chloroethyl)amino-4-hydroxyphenyl-aminoketone ClCCN(CCCl)N(C1=CC=C(C=C1)O)C(=O)N(N(CCCl)CCCl)C1=CC=C(C=C1)O